C(=CCCCC)CC(=O)[O-] 2-Hexenylacetat